tert-butyl 7-[tert-butyl(dimethyl)silyl]oxy-2-[3-(3-ethoxy-2,2-dimethyl-3-oxo-propyl)phenyl]-2,6,6-trimethyl-heptanoate [Si](C)(C)(C(C)(C)C)OCC(CCCC(C(=O)OC(C)(C)C)(C)C1=CC(=CC=C1)CC(C(=O)OCC)(C)C)(C)C